O[C@H](COC=1C=C(C=CC1)S(=O)(=O)NC)CNC1COC2(C1)CCN(CC2)S(=O)(=O)C2=CC(=CC=C2)C=2C=NC(=NC2)OC 3-((2S)-2-hydroxy-3-(8-(3-(2-methoxypyrimidin-5-yl)phenylsulfonyl)-1-oxa-8-azaspiro[4.5]decan-3-ylamino)propoxy)-N-methylbenzenesulfonamide